C(CCCCCCCCCCCC=CCCCCCC)(=O)OCCCCCCCCCCCCCCCCCCCCCCCCCCCO 27-hydroxyheptacosyl eicos-13-enoate